bis(1-undecanoxy-2,2,6,6-tetramethylpiperidin-4-yl) carbonate C(OC1CC(N(C(C1)(C)C)OCCCCCCCCCCC)(C)C)(OC1CC(N(C(C1)(C)C)OCCCCCCCCCCC)(C)C)=O